N(=[N+]=[N-])CCOCCOCCNC=1C=C2C(N(C(C2=CC1)=O)C1C(NC(CC1)=O)=O)=O 5-((2-(2-(2-azidoethoxy)ethoxy)ethyl)amino)-2-(2,6-dioxopiperidin-3-yl)isoindoline-1,3-dione